phenylene-bisbenzimidazole-tetrasulfonic acid disodium salt [Na+].[Na+].C1(=C(C=CC=C1)C1=C(C(=C(C2=C1N=C(N2)S(=O)(=O)O)S(=O)(=O)O)S(=O)(=O)O)S(=O)(=O)O)C2=C(C(=C(C1=C2N=C(N1)S(=O)(=O)[O-])S(=O)(=O)[O-])S(=O)(=O)O)S(=O)(=O)O